CC1=NN(C(=C1B1OC(C(O1)(C)C)(C)C)C)C(=O)OC(C)(C)C tert-butyl 3,5-dimethyl-4-(4,4,5,5-tetramethyl-1,3,2-dioxaborolan-2-yl)-1H-pyrazole-1-carboxylate